4-[(4R)-6-[(azetidin-3-yl)amino]-4-(3-chloro-2-fluorophenyl)-5-fluoro-4-methyl-1-oxo-3,4-dihydro-2,7-naphthyridin-2(1H)-yl]-2,5-difluorobenzonitrile, methanesulfonate salt CS(=O)(=O)O.N1CC(C1)NC=1C(=C2[C@@](CN(C(C2=CN1)=O)C1=CC(=C(C#N)C=C1F)F)(C)C1=C(C(=CC=C1)Cl)F)F